2-(cycloheptylmethyl)-N-(3-methylsulfonylphenyl)-4-(trifluoromethyl)pyrazole C1(CCCCCC1)CN1N(C=C(C1)C(F)(F)F)C1=CC(=CC=C1)S(=O)(=O)C